ethyl-4-{2-[11-(dimethylamino)icosyl]cyclopropyl}butanoate C(C)OC(CCCC1C(C1)CCCCCCCCCCC(CCCCCCCCC)N(C)C)=O